BrC1=NN(C(=C1)C(=O)NC=1C(=CC=2N(C1C(=O)NC(COC)(C)C)N=CC2)C)C2=NC=CC=C2Cl 6-(3-Bromo-1-(3-chloropyridin-2-yl)-1H-pyrazol-5-carboxamido)-N-(1-methoxy-2-methylpropan-2-yl)-5-methylpyrazolo[1,5-a]pyridin-7-carboxamid